ClC=1C=C(C=CC1F)N(C(=O)[C@H]1N(C(OC1)=O)C1=NC(=CC(=C1)C(C)C)C)C (S)-N-(3-chloro-4-fluorophenyl)-3-(4-isopropyl-6-methylpyridin-2-yl)-N-methyl-2-oxooxazolidine-4-carboxamide